FC([C@]1(CCCC=2C3=C(C(NC12)=O)SC(=C3)C=3C=NNC3)O)F |r| racemic-6-(difluoromethyl)-6-hydroxy-2-(1H-pyrazol-4-yl)-6,7,8,9-tetrahydrothieno[2,3-c]quinolin-4(5H)-one